(1S,4s)-4-(8-(4-chloro-2,6-difluorophenylamino)-2-((R)-1-(methylsulfonyl)piperidin-3-ylamino)-9H-purin-9-yl)cyclohexanecarboxamide ClC1=CC(=C(C(=C1)F)NC=1N(C2=NC(=NC=C2N1)N[C@H]1CN(CCC1)S(=O)(=O)C)C1CCC(CC1)C(=O)N)F